N-((1-(4-cyano-3-trifluoromethylphenyl)-4-phenyl-1H-pyrazol-3-yl)methyl)-4-fluorobenzamide C(#N)C1=C(C=C(C=C1)N1N=C(C(=C1)C1=CC=CC=C1)CNC(C1=CC=C(C=C1)F)=O)C(F)(F)F